2,4-dithiapentan-3-ylideneazanecarbonitrile CSC(SC)=NC#N